C(=O)C=1N=C(N=NC1)[N-]C(C)(C)CC N-(5-formyl-1,2,4-triazin-3-yl)tertiarypentylamide